N(=[N+]=[N-])CC1C(N(C1)[Si](C)(C)C(C)(C)C)=O (azidomethyl)-1-(tert-butyldimethylsilyl)azetidin-2-one